BrC1=C(C=CC(=C1)F)C1CCC(O1)(C)C 5-(2-bromo-4-fluorophenyl)-2,2-dimethyltetrahydrofuran